3,3,3-Trifluoro-N-(5-(8-isopropyl-2-(((1r,4r)-4-((2-methoxyethyl)(methyl)amino)cyclohexyl)amino)-7-oxo-7,8-dihydropyrido[2,3-d]pyrimidin-6-yl)pyridin-2-yl)propane-1-sulfonamide FC(CCS(=O)(=O)NC1=NC=C(C=C1)C1=CC2=C(N=C(N=C2)NC2CCC(CC2)N(C)CCOC)N(C1=O)C(C)C)(F)F